CN(C1=CC2=C(N=C(S2)C2=CC=C(C=C2)C=2C=CC(=NC2)N(CCOCCOC=2C=C(C(=CC2)C(=O)OC)C(=O)OC)C(=O)OC(C)(C)C)C=C1)C dimethyl 4-[2-[2-[[5-[4-[6-(dimethylamino)-1,3-benzo-thiazol-2-yl]phenyl]pyridin-2-yl]-[(2-methylpropan-2-yl)oxycarbonyl]amino]ethoxy]ethoxy]-benzene-1,2-dicarboxylate